C(#N)C(NC(=O)[C@H]1N(C[C@@H]2[C@@H]3C=C[C@H]([C@H]12)C3)C([C@H](C(C)(C)C)NC(C(F)(F)F)=O)=O)C3=CN=CC1=CC=CC=C31 (1S,3aR,4S,7R,7aS)-N-(cyano(isoquinolin-4-yl)methyl)-2-((S)-3,3-dimethyl-2-(2,2,2-trifluoroacetamido)butanoyl)-2,3,3a,4,7,7a-hexahydro-1H-4,7-methanoisoindole-1-carboxamide